C[C@H]1[C@H]([C@H]([C@@H]([C@@H](O1)O[C@@H]2[C@H]([C@H]([C@H](O[C@H]2O[C@@H]3[C@H](OC([C@@H]([C@H]3O)O)O)CO)CO)O)O[C@@H]4[C@@H]([C@H]([C@H]([C@H](O4)CO)O)O[C@H]5[C@@H]([C@H]([C@H]([C@H](O5)CO)O)O)O)NC(=O)C)O)O)O The molecule is an amino pentasaccharide comprised of a tetrasaccharide chain of beta-D-galactosyl, N-acetyl-alpha-D-galactosaminyl, beta-D-galactosyl and D-glucosyl residues linked sequentially (1->3), (1->3) and (1->4), with an alpha-L-fucosyl residue linked (1->2) to the galactosyl residue proximal to the reducing-end glucosyl residue. It has a role as an epitope. It is an amino pentasaccharide and a galactosamine oligosaccharide.